4-amino-2-(diethylaminomethyl)phenol NC1=CC(=C(C=C1)O)CN(CC)CC